ClC1=C(C=CC(=C1)Cl)C1=NC(=NC=C1C=1NC(=CN1)C)NCCNC1=CC=C(C=N1)C#N 6-[[2-[[4-(2,4-Dichlorophenyl)-5-(5-methyl-1H-imidazol-2-yl)-2-pyrimidinyl]amino]ethyl]amino]-3-pyridincarbonitril